(4-(1-cyclopropyl-4-(trifluoromethyl)-1H-imidazol-2-yl)-3-fluorophenyl)methanol C1(CC1)N1C(=NC(=C1)C(F)(F)F)C1=C(C=C(C=C1)CO)F